C(C)C(COC(C)COC(C)COC(C)CO)CCCC tripropylene glycol mono-2-ethylhexyl ether